C(C)N1CCC(CC1)CN1N=C2C3=C(CCC2=C1)OC(=C3C(F)(F)F)C(=O)NC[C@H]3OCCC3 2-[(1-Ethylpiperidin-4-yl)methyl]-N-{[(2S)-oxolan-2-yl]methyl}-8-(trifluoromethyl)-4,5-dihydro-2H-furo[2,3-g]indazole-7-carboxamide